FC1=CC=C(OCC=2N=NN(C2)C2=C(C(=O)N)C=CC=C2)C=C1 2-[4-[(4-fluorophenoxy)methyl]-1H-1,2,3-triazole-1-yl]benzamide